O=C1N(C=CC(N1)=O)[C@H]1[C@]([C@@H]([C@H](O1)CO)O)(C)F (2r,3r,4r,5r)-5-(2,4-dioxo-3,4-dihydro-2H-pyrimidin-1-yl)-4-fluoro-3-hydroxy-4-methyltetrahydrofuran-2-methanol